Cl.O1CC=NC=C1C(=O)N [1,4]Oxazine-6-carboxamide hydrochloride